C1(CC1)CCN1C(=NC2=C1C=CC=C2)CCNCCC=2OC=C(N2)C(=O)NCC2=NC=CC=C2F 2-(2-((2-(1-(2-cyclopropylethyl)-1H-benzo[d]imidazol-2-yl)ethyl)amino)ethyl)-N-((3-fluoropyridin-2-yl)methyl)oxazole-4-carboxamide